(5Z)-5-[[1-(4-chlorophenyl)pyrazol-4-yl]methylene]-3-methyl-2-thioxo-thiazolidin-4-one ClC1=CC=C(C=C1)N1N=CC(=C1)\C=C/1\C(N(C(S1)=S)C)=O